C(C=C)OC(=O)N1C=NC=C1 1H-imidazole-1-carboxylic acid prop-2-en-1-yl ester